[I-].C[Si](O[Si](O[Si](C)(C)C)(O[Si](C)(C)C)CCCNC(CCCCC[N+](C)(C)CCCO)=O)(C)C 6-((3-(1,1,1,5,5,5-hexamethyl-3-((trimethylsilyl)oxy)trisiloxan-3-yl)propyl)amino)-N-(3-hydroxypropyl)-N,N-dimethyl-6-oxohexan-1-aminium iodide